BrC1=CC(=C(C=2C1=NON2)[N+](=O)[O-])NC2=CC(=C(C(=C2)F)Br)Cl 7-bromo-N-(4-bromo-3-chloro-5-fluorophenyl)-4-nitrobenzo[c][1,2,5]Oxadiazole-5-amine